NC1=CC=C(C(=N1)OC)NC(=O)C=1C(=NOC1C)C1=CC=CC=C1 N-(6-amino-2-methoxy-3-pyridyl)-5-methyl-3-phenyl-isoxazole-4-carboxamide